4-Chloro-1,6-dimethyl-2-oxo-1,2-dihydroquinoline-3-carbonitrile ClC1=C(C(N(C2=CC=C(C=C12)C)C)=O)C#N